CN(C(OCOP(=O)(OC(C)(C)C)OC(C)(C)C)=O)CC=1C(=NC=CC1)NC ((Di-tert-butoxyphosphoryl)oxy)methyl methyl((2-(methylamino)pyridin-3-yl)methyl)carbamate